C(C)(=O)NC1=CC=C(CNC2=CC(=C(C=C2)NC(CCCCCCC)=O)N)C=C1 N-(4-((4-acetamidobenzyl)amino)-2-aminophenyl)octanamide